(2S,3S)-N-(2-amino-4-((4-(trifluoromethyl)benzyl)amino)phenyl)-2,3-difluorodecanamide NC1=C(C=CC(=C1)NCC1=CC=C(C=C1)C(F)(F)F)NC([C@@H]([C@H](CCCCCCC)F)F)=O